C[Si](N1CCN(CC1)CCC[Si](OC)(OC)C)(C)C 3-(4-trimethylsilyl-1-piperazinyl)propylmethyl-dimethoxysilane